CC1=C(C(=CC=C1)O)C=1C(=CC=CC1)O methyl-biphenol